O[C@]1(CC[C@@H]2[C@@H]([C@H]3CC[C@]4([C@H]([C@@H]3CC2)CC[C@@H]4C(C)=O)C)CC1)C 1-((1S,3aS,3bR,5aR,8S,10aS,10bR,12aS)-8-hydroxy-8,12a-dimethyloctadecahydrocyclohepta[a]cyclopenta[f]naphthalen-1-yl)ethan-1-one